3-((1-(2-(1,1-difluoroethyl)pyridin-3-yl)-5-methyl-4-nitro-1H-pyrazol-3-yl)oxy)propan-1-ol FC(C)(F)C1=NC=CC=C1N1N=C(C(=C1C)[N+](=O)[O-])OCCCO